[O-]P([O-])(=O)OP(=O)([O-])[O-].[Na+].[C@@H]1([C@H](O)[C@H](O)[C@@H](CO)O1)N1C=NC=2C(N)=NC=NC12.[Na+].[Na+].[Na+] adenosine sodium diphosphate salt